(3aR,4R,7R,7aR)-4-(13-azido-2,5,8,11-tetraoxatridecyl)-2,2-dimethyltetrahydro-4H-[1,3]dioxolo[4,5-c]pyran-7-amine N(=[N+]=[N-])CCOCCOCCOCCOC[C@H]1OC[C@H]([C@@H]2[C@H]1OC(O2)(C)C)N